(R)-N-(amino(1-(difluoromethyl)-1H-pyrazol-3-yl)(oxo)-λ6-sulfaneylidene)-2-(4,6-diisopropyl-1,3-dihydroisobenzofuran-5-yl)acetamide N[S@](=NC(CC=1C(=C2COCC2=CC1C(C)C)C(C)C)=O)(=O)C1=NN(C=C1)C(F)F